COC1=C(C=CC(=C1)/C=C\\C(=O)O[C@H]([C@H](C(=O)O)O)C(=O)O)O The molecule is a cinnamate ester obtained by formal condensation of the carboxy group of cis-ferulic acid with one of the hydroxy groups of L-tartaric acid. It has a role as a metabolite. It derives from a L-tartaric acid and a cis-ferulic acid. It is an enantiomer of a (2S,3S)-cis-fertaric acid.